1-cyclopropyl-3-(2,6-difluoro-3,5-dimethoxyphenyl)-7-(1,3-dimethyl-1H-pyrazol-4-yl)-3,4-dihydropyrido[4,3-d]pyrimidin-2(1H)-one C1(CC1)N1C(N(CC2=C1C=C(N=C2)C=2C(=NN(C2)C)C)C2=C(C(=CC(=C2F)OC)OC)F)=O